C(#N)C1=CC=C(C=C1)NC(=O)NC1=CC(=C(C=C1)CCN1CCOCC1)S(=O)(=O)C(F)(F)F 1-(4-cyanophenyl)-3-(4-(2-morpholinoethyl)-3-((trifluoromethyl)-sulfonyl)phenyl)urea